C(CCCCCCCCCCCCCCCCCCCCCCCCC)(=O)O[C@H](CO)COP(=O)([O-])OCC[N+](C)(C)C 2-hexacosanoyl-sn-glycero-3-phosphocholine